4-[[[2-(1,3-benzodioxol-5-yl)-1-methyl-ethyl]-methyl-carbamoyl]oxymethoxy]-4-oxo-butanoic acid O1COC2=C1C=CC(=C2)CC(C)N(C(=O)OCOC(CCC(=O)O)=O)C